S1C(=NC2=C1C=CC=C2)C2=CC(=C(OCCCCOC1=CC3=C(C(=CC(O3)=O)C)C=C1)C=C2)OC 7-(4-(4-(benzo[d]thiazol-2-yl)-2-methoxyphenoxy)butoxy)-4-methyl-2H-benzopyran-2-one